FC1(C(CCCC1)N1CCN(CC1)C1=C(C=CC=C1)[N+](=O)[O-])F (2,2-difluorocyclohexyl)-4-(2-nitrophenyl)piperazine